2-((4-(2-(hydroxymethyl)-6-methylphenyl)-1-oxo-1,2-dihydroisoquinolin-7-yl)oxy)acetonitrile OCC1=C(C(=CC=C1)C)C1=CNC(C2=CC(=CC=C12)OCC#N)=O